2-tert-butyl-4-(3-{[ethyl(methyl)sulfamoyl]amino}-2-fluorophenyl)-1,3-thiazol C(C)(C)(C)C=1SC=C(N1)C1=C(C(=CC=C1)NS(N(C)CC)(=O)=O)F